CCCCNC1=C2C=CC=C3C2=C(C=C1)C(=O)N(C3=O)CCCC 4-(butylamino)-N-butyl-1,8-naphthalimide